mono(2-ethyl hexyl) maleate C(\C=C/C(=O)[O-])(=O)OCC(CCCC)CC